tert-butyl 1-(4-(2-(1H-tetrazol-5-yl)-4-(trifluoromethyl) benzyl) piperazine-1-carbonyl)-1H-pyrazole-3-carboxylate N1N=NN=C1C1=C(CN2CCN(CC2)C(=O)N2N=C(C=C2)C(=O)OC(C)(C)C)C=CC(=C1)C(F)(F)F